ClC=1C=C(C=CC1F)C(N[S@](=O)C(C)(C)C)C=1N=C(SC1)C(=C)C(F)(F)F (R)-N-((3-chloro-4-fluorophenyl)(2-(3,3,3-trifluoroprop-1-en-2-yl)thiazol-4-yl)methyl)-2-methylpropane-2-sulfinamide